N-(2-methyl-3-chlorophenyl)-4-((1-((4-chlorophenyl)amino)-2-methyl-1-oxopropan-2-yl)oxy)benzamide CC1=C(C=CC=C1Cl)NC(C1=CC=C(C=C1)OC(C(=O)NC1=CC=C(C=C1)Cl)(C)C)=O